N-(5-(hydroxycarbamoyl)-2-methylphenyl)-6,7-dimethyl-3-oxo-4-((2S,3S,4R)-2,3,4,5-tetrahydroxypentyl)-3,4-dihydroquinoxaline-2-carboxamide ONC(=O)C=1C=CC(=C(C1)NC(=O)C1=NC2=CC(=C(C=C2N(C1=O)C[C@@H]([C@@H]([C@@H](CO)O)O)O)C)C)C